1-(6-(2,2-difluoroethoxy)-2-((4-(methoxy-d3)phenyl)amino)pyridin-3-yl)ethan-1-one oxime FC(COC1=CC=C(C(=N1)NC1=CC=C(C=C1)OC([2H])([2H])[2H])C(C)=NO)F